C(=O)O.NCC1=C(C=C(C=C1)C=1N=C2SC3=C(N2C1)C=CC(=C3)C(=O)NCCCN3CCCCC3)Cl.NCC3=C(C=C(C=C3)C=3N=C1SC2=C(N1C3)C=CC(=C2)C(=O)NCCCN2CCCCC2)Cl 2-(4-(aminomethyl)-3-chlorophenyl)-N-(3-(piperidin-1-yl)propyl)benzo[d]imidazo[2,1-b]thiazole-7-carboxamide hemi-formate